ClC1=CC2=C(N=C(N=C2)NC2CCN(CC2)S(=O)(=O)C)N(C1=O)[C@H]1[C@](CCC1)(C)O 6-chloro-8-[(1r,2r)-2-hydroxy-2-methylcyclopentyl]-2-{[1-(methylsulfonyl)piperidin-4-yl]amino}pyrido[2,3-d]pyrimidin-7(8H)-one